SC=1OC(=NN1)C(C1=CC=C(C=C1)F)O 2-mercapto-5-(4-fluoro-α-hydroxybenzyl)-1,3,4-oxadiazole